ClC1=CC=C(OCC(=O)N2CCN(CC2)CC2=NC3=CC=CC=C3C(N2C2=C(C(=CC=C2OC(C)C)C(F)(F)F)C(C)C)=O)C=C1 2-((4-(2-(4-chlorophenoxy)acetyl)piperazin-1-yl)methyl)-3-(6-isopropoxy-2-isopropyl-3-(trifluoromethyl)phenyl)quinazolin-4(3H)-one